N1=CC(=C2N1C=CC=N2)C2=CC1=C(C=N2)C(=NN1)C(=O)[O-] 6-(pyrazolo[1,5-a]pyrimidin-3-yl)-1H-pyrazolo[4,3-c]pyridine-3-carboxylate